butyl-2-(2-hydroxy-3,5-di-tert-butylbenzyl)malonate C(CCC)OC(C(C(=O)[O-])CC1=C(C(=CC(=C1)C(C)(C)C)C(C)(C)C)O)=O